CC1=C(C(=O)O)C=CC=C1C 2,3-dimethylbenzoic acid